CN(C=1C(=CC=C2C(CCOC12)=O)O)C 8-(dimethylamino)-7-hydroxychroman-4-one